(Z)-5-tetradecene-13-lactone C1(CCC\C=C/CCCCCCC(C)O1)=O